ClC1=C(C=CC=C1)C=1CCCC2=C(C1C1=CC=C(C=C1)OC1CN(C1)CCCF)C=C(C(=C2F)C(=O)O)F 8-(2-chlorophenyl)-2,4-difluoro-9-(4-((1-(3-fluoropropyl)azetidin-3-yl)oxy)phenyl)-6,7-dihydro-5H-benzo[7]annulene-3-carboxylic acid